3-(4-(2,4-difluorobenzyloxy)-3-bromo-6-methyl-2-oxopyridin-1(2H)-yl)-N-(2-hydroxyethyl)-2-methylbenzamide FC1=C(COC2=C(C(N(C(=C2)C)C=2C(=C(C(=O)NCCO)C=CC2)C)=O)Br)C=CC(=C1)F